C1(CC1)CNC=1N=CC2=C(N(C(C=3C=C(C=CC23)CN2CCN(CC2)C2=NC=NC=C2)=O)[C@@H]2CC[C@H](CC2)O)N1 trans-3-((Cyclopropylmethyl)amino)-5-(4-hydroxycyclohexyl)-8-((4-(pyrimidin-4-yl)piperazin-1-yl)methyl)pyrimido[4,5-c]isoquinolin-6(5H)-one